C(C=C)(=O)N1C[C@@H]2N(C(C=3C=C(C(=C4C=CN(C34)CC2)C2=CC=C(C=3SC(=C(C32)C#N)N)F)F)=O)CC1 (R)-4-((R)-10-Acryloyl-2-fluoro-14-oxo-8,8a,9,10,11,12-hexahydro-7H,14H-pyrazino[1',2':5,6][1,5]diazocino[3,2,1-hi]indol-3-yl)-2-amino-7-fluorobenzo[b]thiophene-3-carbonitrile